7-(4-(dipropylamino)butyl)-7-hydroxytridecane-1,13-diylbis(2-cycloheptyl acetate) C(CC)N(CCCCC(CCCCCCC(C(=O)[O-])C1CCCCCC1)(CCCCCCC(C(=O)[O-])C1CCCCCC1)O)CCC